C(C)(C)(C)C1=CC=C(C=C1)NC1=CC=2C(CCC(C2C=C1)(C)C)(C)C N-(4-(tert-butyl)phenyl)-5,5,8,8-tetramethyl-5,6,7,8-tetrahydronaphthalen-2-amine